C[C@H]1CC[C@@H](N(C1)C(C(=O)N)=O)C=1C=CC2=C(N=C(S2)C2CC(N(C(C2)(C)C)C)(C)C)C1 2-((2R,5S)-5-methyl-2-(2-(1,2,2,6,6-pentamethylpiperidin-4-yl)benzo[d]thiazol-5-yl)piperidin-1-yl)-2-oxoacetamide